4,5-dihydroxyvaleric acid OC(CCC(=O)O)CO